piperazine-1,2,4-tricarboxylic acid 1,4-di-tert-butyl 2-methyl ester COC(=O)C1N(CCN(C1)C(=O)OC(C)(C)C)C(=O)OC(C)(C)C